4-hydroxy-N-methyl-4-(2-(1-methyl-1H-pyrazol-4-yl)phenyl)-2-methylenebutanamide OC(CC(C(=O)NC)=C)C1=C(C=CC=C1)C=1C=NN(C1)C